C1(=CC=CC=C1)S(=O)(=O)N1C=CC=2C1=NC=CC2Br 1-(benzenesulfonyl)-4-bromo-pyrrolo[2,3-b]pyridine